4-((5-Chloro-7-(2-((5-Chloro-3-isopropyl-2,6-dioxo-3,6-dihydropyrimidin-1(2H)-yl)methyl)thieno[3,2-b]pyridin-7-yl)-1H-indol-1-yl)methyl)piperidine-4-carbonitrile ClC=1C=C2C=CN(C2=C(C1)C1=C2C(=NC=C1)C=C(S2)CN2C(N(C=C(C2=O)Cl)C(C)C)=O)CC2(CCNCC2)C#N